3-Methoxy-Azetidine Hydrochloride Cl.COC1CNC1